[Ge].C(=O)(O)CC[Na] carboxyethyl-sodium germanium